7-ethoxy-2-methyl-5-(4,4,5,5-tetramethyl-1,3,2-dioxaborolan-2-yl)-2H-indazole C(C)OC1=CC(=CC2=CN(N=C12)C)B1OC(C(O1)(C)C)(C)C